O(C)C=1C=C(C=CC1)C(C)=O 1-(3-methoxylphenyl)ethanone